hydroxy-methylphenyl-propane OC(CC)(C1=CC=CC=C1)C